1-METHYLBENZIMIDAZOLE-4-CARBOXALDEHYDE CN1C=NC2=C1C=CC=C2C=O